ClC1=CC(=NC=C1Cl)NC(=O)C1CCN(CC1)C1=NC(=NO1)C1=CC=C(C=C1)OC N-(4,5-dichloropyridin-2-yl)-1-(3-(4-methoxyphenyl)-1,2,4-oxadiazol-5-yl)piperidine-4-carboxamide